C1(CC1)C=1C=C2C(=NC(=NC2=C(C1C1=C2C=NNC2=CC=C1C)OCC(F)(F)F)OC1CCN(CC1)CCCOC)N1CCC2(CN(C2)C(=O)OC(C)(C)C)CC1 tert-butyl 7-[6-cyclopropyl-2-{[1-(3-methoxypropyl) piperidin-4-yl] oxy}-7-(5-methyl-1H-indazol-4-yl)-8-(2,2,2-trifluoroethoxy) quinazolin-4-yl]-2,7-diazaspiro[3.5]nonane-2-carboxylate